bis[(R,R)-1,2-bis(t-butylmethylphosphino)benzene] gold (I) [Au+].C(C)(C)(C)[P@](C1=C(C=CC=C1)[P@](C)C(C)(C)C)C.C(C)(C)(C)[P@](C1=C(C=CC=C1)[P@](C)C(C)(C)C)C